N-{(8-hydroxy-5-nitroquinolin-7-yl)[4-(pyridin-4-yl)phenyl]methyl}pentanamide OC=1C(=CC(=C2C=CC=NC12)[N+](=O)[O-])C(NC(CCCC)=O)C1=CC=C(C=C1)C1=CC=NC=C1